N-(5-(3-(3,5-dimethylisoxazol-4-yl)-5-(ethylsulfonamido)phenoxy)-2-methylphenyl)-3-methoxypropanamide CC1=NOC(=C1C=1C=C(OC=2C=CC(=C(C2)NC(CCOC)=O)C)C=C(C1)NS(=O)(=O)CC)C